C(C1=CC=CC=C1)(C1=CC=CC=C1)N1CCC(CC1)N1CC2=CC=CC=C2C1 2-(1-benzhydryl-piperidin-4-yl)isoindoline